2-propylheptanediol C(CC)C(C(O)O)CCCCC